fluoro-N-(1-(5-(2-methylpyrimidin-4-yl)-5,6,7,8-tetrahydro-1,5-naphthyridin-2-yl)cyclopropyl)benzamide FC1=C(C(=O)NC2(CC2)C2=NC=3CCCN(C3C=C2)C2=NC(=NC=C2)C)C=CC=C1